FC(CN1CCC1)(F)F trifluoroethylazetidine